C(C1=CC(C(=O)OC)=CC=C1)(=O)OC.[K] potassium dimethyl isophthalate